BrC=1C=CC(=C(NCC2=C(C=CC=C2F)OC(F)F)C1)[N+](=O)[O-] 5-bromo-N-[2-(difluoromethoxy)-6-fluorobenzyl]-2-nitroaniline